NC1=NC=CC=C1C1=NC=2C(=NC(=CC2)C2=CC=CC=C2)N1C1=CC=C(CNCC2=CC=C(C(=O)OC)C=C2)C=C1 methyl 4-(((4-(2-(2-aminopyridin-3-yl)-5-phenyl-3H-imidazo[4,5-b]pyridin-3-yl)benzyl)amino)methyl)benzoate